CN1C(C(=CC2=C1N=C(N=C2)S(=O)C)N2CCN(C1=CC=CC=C21)C(=O)OC(C)(C)C)=O tert-butyl 4-(8-methyl-2-methylsulfinyl-7-oxo-pyrido[2,3-d]pyrimidin-6-yl)-2,3-dihydroquinoxaline-1-carboxylate